COC1=CC(=NN1C1=CC=C(C=C1)CN)C(F)(F)F (4-(5-methoxy-3-(trifluoromethyl)-1H-pyrazol-1-yl)phenyl)methylamine